L-5-(4-hydroxybenzyl)hydantoin OC1=CC=C(C[C@H]2C(NC(N2)=O)=O)C=C1